FC=1C=C2CN(CC2=CC1)C1=NC2=C(C=C(C=C2C(N1C)=O)C)[C@@H](C)NC=1C(=NC(=CC1)OC)C(=O)NS(=O)(=O)C (R)-3-((1-(2-(5-fluoroisoindolin-2-yl)-3,6-dimethyl-4-oxo-3,4-dihydroquinazolin-8-yl)ethyl)amino)-6-methoxy-N-(methylsulfonyl)picolinamide